NC1=NC2=CC(=CC=C2C=C1)CN(C(=O)C=1N=NC(=CC1)C(F)(F)F)C=1C(=NC=CC1)S(=O)(=O)C N-[(2-aminoquinolin-7-yl)methyl]-N-(2-methanesulfonylpyridin-3-yl)-6-(trifluoromethyl)pyridazine-3-carboxamide